N-(cyclopropylmethyl)-7-methoxy-6-(3-{1-oxa-6-azaspiro[3.4]octan-6-yl}propoxy)-1H,2H,3H-cyclopenta[b]quinolin-9-amine C1(CC1)CNC1=C2C(=NC=3C=C(C(=CC13)OC)OCCCN1CC3(CCO3)CC1)CCC2